(3S,4S)-3-fluoro-4-(4-((S)-6-(methoxymethyl)-6-methyl-4,5,6,7-tetrahydro-1H-indazole-3-carboxamido)-1H-pyrazol-1-yl)piperidine-1-carboxylic acid tert-butyl ester C(C)(C)(C)OC(=O)N1C[C@@H]([C@H](CC1)N1N=CC(=C1)NC(=O)C1=NNC=2C[C@@](CCC12)(C)COC)F